[Cl-].C(C)N1C(=[N+](C=C1)C)C 1-ethyl-2,3-dimethylimidazolium chloride salt